C(C(=C)C)(=O)OCCOC(=O)C=1C=C2C(OC(C2=CC1)=O)=O.CC=1C=C(OC=2C=C(N)C=CC2)C=CC1 3-(3-methylphenoxy)aniline 2-(methacryloyloxy)ethyl-1,3-dioxo-1,3-dihydroisobenzofuran-5-carboxylate